C(C=C)OC(=O)N[C@H](C(=O)N[C@H](C(=O)NC1=CC=C2C[C@H](N(C2=C1)C(=O)OC(C)(C)C)CO)C)C(C)C tert-butyl (S)-6-((S)-2-((S)-2-(((allyloxy)carbonyl)amino)-3-methylbutanamido)propanamido)-2-(hydroxymethyl)indoline-1-carboxylate